methyl 4-(2-(2-(3-hydroxy-3-(4'-hydroxy-2'-methyl-[1,1'-biphenyl]-3-yl)propyl)-5-oxopyrazolidin-1-yl)ethyl)benzoate OC(CCN1N(C(CC1)=O)CCC1=CC=C(C(=O)OC)C=C1)C=1C=C(C=CC1)C1=C(C=C(C=C1)O)C